COC1=C(CN2CC=3C(=NC=C(C3C2=O)NC2=CC=C(C=N2)N2CCN(CC2)C(=O)OC(C)(C)C)N2CCOCC2)C=CC(=C1)OC tert-Butyl 4-(6-((2-(2,4-dimethoxybenzyl)-4-morpholino-1-oxo-2,3-dihydro-1H-pyrrolo[3,4-c]pyridin-7-yl)amino)pyridin-3-yl)piperazine-1-carboxylate